Tert-butyl 2-chloro-6-hydroxy-4-((trimethylsilyl)ethynyl)benzylcarbamate ClC1=C(CNC(OC(C)(C)C)=O)C(=CC(=C1)C#C[Si](C)(C)C)O